C(C)N(S(=O)(=O)C1=CC=C(C=C1)S(=O)(=O)N1C[C@H](CCC1)C(=O)OCC)CC Ethyl (S)-1-((4-(N,N-diethylsulfamoyl)phenyl)sulfonyl)piperidine-3-carboxylate